ruthenium zirconium tin [Sn].[Zr].[Ru]